C(C)(=O)NC1=NC=CC(=C1)C=1C(N(C=C(C1)C=1C=C(C=CC1C)NC(C1=CC(=NC=C1)C(F)(F)F)=O)C)=O N-(3-(2'-acetamido-1-methyl-2-oxo-1,2-dihydro-[3,4'-bipyridin]-5-yl)-4-methylphenyl)-2-(trifluoromethyl)isonicotinamide